(2-(piperidin-4-yl)ethyl)carbamic acid benzyl ester C(C1=CC=CC=C1)OC(NCCC1CCNCC1)=O